3-Bromo-4-methyl-5-(trifluoromethyl)pyridin-2-amine BrC=1C(=NC=C(C1C)C(F)(F)F)N